methoxy-5-nitroindole COC=1NC2=CC=C(C=C2C1)[N+](=O)[O-]